ClC1=CC=C(C=C1)[C@]12OC3=C([C@@]1([C@H](C[C@@H]2C2=CC(=CC=C2)F)C2N(CCN(C2)C)C(=O)N)O)C(=CC(=C3)OC)OC ((1R,3R,3aS,8bR)-3a-(4-chlorophenyl)-3-(3-fluorophenyl)-8b-hydroxy-6,8-dimethoxy-2,3,3a,8b-tetrahydro-1H-cyclopenta[b]benzofuran-1-yl)-4-methylpiperazine-1-carboxamide